1-(4-cyano-3-(trifluoromethyl)phenyl)-N-(5-((4-(hydroxymethyl)piperidin-1-yl)methyl)pyridin-2-yl)piperidine-4-carboxamide C(#N)C1=C(C=C(C=C1)N1CCC(CC1)C(=O)NC1=NC=C(C=C1)CN1CCC(CC1)CO)C(F)(F)F